(dimethylsulfamoyl)-4-(2-methoxyethylamino)benzoic acid CN(S(=O)(=O)C1=C(C(=O)O)C=CC(=C1)NCCOC)C